sodium 4-(N,N-dimethylsulfamoyl)benzenesulfinate CN(S(=O)(=O)C1=CC=C(C=C1)S(=O)[O-])C.[Na+]